OC(C)(C)C=1C=C(OC1C)[S@](=O)(N)=NC(NC1=C2CCC(C2=CC=2CCCC12)C)=O (S)-4-(2-hydroxypropan-2-yl)-5-methyl-N'-(1-methyl-1,2,3,5,6,7-hexahydros-indacen-4-ylcarbamoyl)-furan-2-sulfonimidamide